trifluoroacetic acid-2,2-difluoroethyl ester FC(COC(C(F)(F)F)=O)F